t-butyldimethylsilyl (R)-(-)-glycidyl ether C([C@H]1CO1)O[Si](C)(C)C(C)(C)C